C1(CC1)C=1OC(=CN1)COC=1C(=CC(=NC1)NC(C)=O)NC1=NC(=NC(=C1)C)C(C)(F)F N-(5-((2-cyclopropyloxazol-5-yl)methoxy)-4-((2-(1,1-difluoroethyl)-6-methylpyrimidin-4-yl)amino)pyridin-2-yl)acetamide